3a-ethyl-6,6,9a-trimethyldodecahydro-naphtho[2,1-b]furan C(C)C12OCCC1C1(CCCC(C1CC2)(C)C)C